CC1(NC(CC(C1)OC1=CC=C(N=N1)C1=NC=C(C=C1O)N1N=CC=N1)(C)C)C 2-{6-[(2,2,6,6-tetramethylpiperidin-4-yl)oxy]pyridazin-3-yl}-5-(2H-1,2,3-triazol-2-yl)pyridin-3-ol